N1=C(C=CC=C1)CNC1=C(C=CC=C1)NCC1=NC=CC=C1 N,N'-di(pyridin-2-ylmethyl)-1,2-diaminobenzene